C(CCCCC)OC1C=CC(O1)=O 5-(n-hexoxy)-2(5H)-furanone